C1(CCC1)OC1=CC=C(N)C=C1 4-cyclobutoxyaniline